(6,7-dichloro-3-cyano-1-(4,6-diisopropylpyrimidin-5-yl)-2-oxo-1,2-dihydro-1,8-naphthyridin-4-yl)piperazine-1-carboxylic acid tert-butyl ester C(C)(C)(C)OC(=O)N1C(CNCC1)C1=C(C(N(C2=NC(=C(C=C12)Cl)Cl)C=1C(=NC=NC1C(C)C)C(C)C)=O)C#N